CN1CCC(CC1)OC1=CN=CC(=N1)NC1=NNC(=C1)OC[C@@H]1COCC1 (S)-6-((1-methylpiperidin-4-yl)oxy)-N-(5-((tetrahydrofuran-3-yl)methoxy)-1H-pyrazol-3-yl)pyrazin-2-amine